1-[6-(1-methyl-1H-pyrazol-4-yl)-3,4-dihydro-2H-quinolin-1-yl]-isoquinoline-3-carboxylic acid methyl ester COC(=O)C=1N=C(C2=CC=CC=C2C1)N1CCCC2=CC(=CC=C12)C=1C=NN(C1)C